CC(OC(=O)C1=C(CS[C@H]2N1C(=O)[C@H]2NC(=O)CC3=CSC(=N3)N)CSC4=NN=NN4CCN(C)C)OC(=O)OC5CCCCC5.Cl.Cl The molecule is the dihydrochloride salt of cefotiam 1-(cyclohexyloxycarbonyloxy)ethyl ester. It is used as a prodrug for cefotiam. It has a role as an antibacterial drug and a prodrug. It contains a cefotiam hexetil ester. It derives from a cefotiam.